(Z)-6-hydroxy-3,6,8-triphenyloct-2-ene-4,7-diyne-1-al OC(C#C\C(=C/C=O)\C1=CC=CC=C1)(C#CC1=CC=CC=C1)C1=CC=CC=C1